FC=1C=C(CC2(CCN(CC2)C(C2=C(N=CC=C2)C2=NC=NC=C2)=O)C#N)C=CC1F 4-(3,4-difluorobenzyl)-1-(2-(pyrimidin-4-yl)nicotinoyl)piperidine-4-carbonitrile